ClC1=C(C=C2C(N(CN(C2=C1)C1=C(C(=C(C=C1)F)F)C)C=1C(=NC(=CC1)OC)C)=O)F C7-chloro-1-(3,4-difluoro-2-methylphenyl)-6-fluoro-3-(6-methoxy-2-methylpyridin-3-yl)-2,3-dihydroquinazolin-4(1H)-one